C1=CC=CC=2C3=CC=CC=C3N(C12)C=1C=C(C=CC1)C1=NC=NC(=C1)C1=CC(=CC=C1)N1C2=CC=CC=C2C=2C=CC=CC12 4,6-bis[3-(9H-carbazole-9-yl)phenyl]pyrimidin